[Zn+2].[Mg+2].P(=O)([O-])([O-])[O-] phosphate magnesium zinc